CC=1C=C(CC2CC(NC2)C(=O)N)C=CC1 4-(3-methylbenzyl)pyrrolidine-2-carboxamide